tert-Butyl (3R)-3-(1-((tert-butyldimethylsilyl)oxy)-3-ethoxy-3-oxopropyl)piperidine-1-carboxylate [Si](C)(C)(C(C)(C)C)OC(CC(=O)OCC)[C@H]1CN(CCC1)C(=O)OC(C)(C)C